BrC1=NN2C(N=CC=C2C2=CC(=C(C=C2)CNC(OC(C)(C)C)=O)F)=C1 tert-butyl N-[[4-(2-bromopyrazolo[1,5-a]pyrimidin-7-yl)-2-fluoro-phenyl]methyl]carbamate